5-(Azetidin-1-ylcarbonyl)-2'-(4,5-dimethyl-1H-imidazol-2-yl)-3,4'-bipyridine N1(CCC1)C(=O)C=1C=C(C=NC1)C1=CC(=NC=C1)C=1NC(=C(N1)C)C